2-(2'-hydroxy-3',5'-ditert-amylphenyl)benzotriazole OC1=C(C=C(C=C1C(C)(C)CC)C(C)(C)CC)N1N=C2C(=N1)C=CC=C2